C(C)OC(=O)C1C2C(CN(C1)C(CC1=CNC3=CC(=CC=C13)Cl)=O)CN(C2)C(C2=CC=C(C=C2)OC2CC2)=O 5-(2-(6-chloro-1H-indol-3-yl)acetyl)-2-(4-cyclopropoxybenzoyl)octahydro-1H-pyrrolo[3,4-c]pyridine-7-carboxylic acid ethyl ester